C(CC)C1=NOC=N1 3-propyl-1,2,4-oxadiazole